3-[3-(4,4,5,5-tetramethyl-1,3,2-dioxaborolan-2-yl)-5-[(triisopropylsilyl)oxy]phenyl]propanoate CC1(OB(OC1(C)C)C=1C=C(C=C(C1)O[Si](C(C)C)(C(C)C)C(C)C)CCC(=O)[O-])C